O=C1N(CC2=CC(=CC=C12)N1CCN(CC1)C1CCN(CC1)CC1CCNCC1)[C@@H]1C(NC(CC1)=O)=O (S)-3-(1-oxo-5-(4-(1-(piperidin-4-ylmethyl)piperidin-4-yl)piperazin-1-yl)isoindolin-2-yl)piperidine-2,6-dione